C1(=CC=CC=C1)[S+](C1=CC=CC=C1)C1=CC=CC=C1.FC(S(=O)(=O)[O-])(C(=O)OCC12CC3(CC(CC(C1)C3)C2)O)F difluoro-(3-hydroxy-adamantan-1-yl-methoxycarbonyl)-methanesulfonic acid-triphenyl-sulfonium salt